BrC1=CC(=NC=C1)[C@@H](C)N(C(=O)N[C@H](CC=C)CCC(F)(F)F)CC 1-((R)-1-(4-bromopyridin-2-yl)ethyl)-1-ethyl-3-((S)-7,7,7-trifluorohept-1-en-4-yl)urea